[N+](=O)([O-])C1=C(C(=CC(=C1N)[N+](=O)[O-])[N+](=O)[O-])N 2,4,6-trinitro-1,3-phenylenediamine